6-(4-fluorophenyl)-8-(methylthio)quinazolin-4-ol FC1=CC=C(C=C1)C=1C=C2C(=NC=NC2=C(C1)SC)O